BrC1=C(C=C(C=C1)S(=O)(=O)N1CCC(CC1)(F)F)C 1-((4-bromo-3-methylphenyl)sulfonyl)-4,4-difluoropiperidine